Octane-7-carboxylic acid CCCCCCC(C)C(=O)O